FC(C=1C=NC(=NC1)N1C[C@H](N([C@H](C1)C)C(=O)OC1CC2(CN(C2)CC2=CC=C(C=C2)F)C1)C)F 2-[(4-fluorophenyl)methyl]-2-azaspiro[3.3]heptan-6-yl (2R,6S)-4-[5-(difluoromethyl)pyrimidin-2-yl]-2,6-dimethylpiperazine-1-carboxylate